3,6-bis(methoxy)benzene COC=1C=CC(=CC1)OC